ClC=1C=CC=2NC=3C=C4C(=CC3C(C2C1)=O)NC1=CC=C(C=C1C4=O)Cl 2,9-dichloro-5,12-dihydroquino[2,3-b]acridine-7,14-dione